C1(CC1)C1=NC(=CC2=C1CN(C2=O)C2=CC(=CC=C2)C2(COC2)CC2=NN=CN2C)CN2C[C@H](CC2)F (S)-4-Cyclopropyl-6-((3-fluoropyrrolidin-1-yl)methyl)-2-(3-(3-((4-methyl-4H-1,2,4-triazol-3-yl)methyl)oxetan-3-yl)phenyl)-2,3-dihydro-1H-pyrrolo[3,4-c]pyridin-1-one